ClC1=CC=C(C=C1)NC(=O)C1=CC=CC(=N1)C1=NC=CC=C1 N-p-chlorophenyl-2,2'-bipyridine-6-carboxamide